IC=1C=NC(=NC1)N1CC2(CCN2)C1 6-(5-Iodopyrimidin-2-yl)-1,6-diazaspiro(3.3)heptane